NC=1CC(=CC2=C(N1)C=C(C=C2)Br)C(=O)N(CCC)CCCN(C(OC(C)(C)C)=O)C tert-butyl (3-(2-amino-8-bromo-N-propyl-3H-benzo[b]azepine-4-carboxamido)propyl)(methyl)carbamate